C1(CC1)C(C1=CC=C(C(=O)O)C=C1)NC(=O)C=1N(C2=CC=C(C(=C2C1)Cl)Cl)C 4-[cyclopropyl-[[(4,5-dichloro-1-methyl-1H-indol-2-yl)carbonyl]amino]methyl]-benzoic acid